(2R,3S,4R,5R)-4-[[3-[2-(difluoromethoxy)-3,4-difluoro-phenyl]-4,5-dimethyl-5-(trifluoromethyl)tetrahydrofuran-2-carbonyl]amino]-5-methyl-pyridine-2-carboxamide FC(OC1=C(C=CC(=C1F)F)[C@H]1[C@@H](O[C@]([C@@H]1C)(C(F)(F)F)C)C(=O)NC1=CC(=NC=C1C)C(=O)N)F